isoquinolin-6-amine C1=NC=CC2=CC(=CC=C12)N